FC1=C(CC2=NC3=C(N2[C@@H]2COC[C@@H]2C)C=C(C=C3)C(=O)O)C=C(C(=C1)C1=NC(=C(C=C1)F)OCC=1SC(=CN1)C(F)(F)F)F 2-(2,5-difluoro-4-(5-fluoro-6-((5-(trifluoromethyl)thiazol-2-yl)methoxy)pyridin-2-yl)benzyl)-1-((3S,4R)-4-methyltetrahydrofuran-3-yl)-1H-benzo[d]imidazole-6-carboxylic acid